ethyl (3-fluoro-4-(6-fluoro-3,4-dihydroisoquinolin-2(1H)-yl)-2,6-dimethylphenyl)-carbamate FC=1C(=C(C(=CC1N1CC2=CC=C(C=C2CC1)F)C)NC(OCC)=O)C